CN1N=C(C2=C1C=NN(C2=O)CC(=O)N[C@@H](C)C2=C(C=C(C=C2)C)F)C (S)-2-(1,3-dimethyl-4-oxo-1,4-dihydro-5H-pyrazolo[3,4-d]pyridazin-5-yl)-N-(1-(2-fluoro-4-methylphenyl)ethyl)acetamide